CC=1C(=NN(C1)COCC[Si](C)(C)C)C(=O)O methyl-1-((2-(trimethylsilyl)ethoxy)methyl)-1H-pyrazole-3-carboxylic acid